4-(2,6-dichloropyrimidin-4-yl)morpholine tert-butyl-((S)-1-(((R)-1-acetylpyrrolidin-3-yl)amino)-5-(2-amino-1H-benzo[d]imidazol-1-yl)-1-oxopentan-2-yl)carbamate C(C)(C)(C)N(C(O)=O)[C@H](C(=O)N[C@H]1CN(CC1)C(C)=O)CCCN1C(=NC2=C1C=CC=C2)N.ClC2=NC(=CC(=N2)N2CCOCC2)Cl